ClC1=C(OC=2C(=C3C=NN(C3=CC2)C2CCOCC2)NC2=C3C(N(C(C3=CC=C2)=O)C2C(NC(CC2)=O)=O)=O)C=CC=C1 4-((5-(2-chlorophenoxy)-1-(tetrahydro-2H-pyran-4-yl)-1H-indazol-4-yl)amino)-2-(2,6-dioxopiperidin-3-yl)isoindoline-1,3-dione